C(C)N1N=C(C2=C1C(NCC1(CCOCC1)C2)=O)C[C@H](COC(=O)C2CC(C2)O)C 3-Hydroxycyclobutanecarboxylic acid [(2R)-3-(1-ethyl-8-oxo-spiro[6,7-dihydro-4H-pyrazolo[3,4-c]azepin-5,4'-tetrahydropyran]-3-yl)-2-methyl-propyl] ester